6-amino-2,4-dimethyl-7,8-dihydro-4H-thiazolo[4,5-b]azepin-5(6H)-one NC1CCC2=C(N(C1=O)C)N=C(S2)C